C(C)(C)N(CCC1=CN(C2=C1C(=NC=C2)OC)C(=O)OC(C)(C)C)C(C)C tert-butyl 3-(2-(diisopropylamino) ethyl)-4-methoxy-1H-pyrrolo[3,2-c]pyridine-1-carboxylate